(1R,2S,3S,4R)-3-((7-cyclopropyl-2-(5-fluoro-1-trityl-1H-pyrazolo[3,4-b]pyridin-3-yl)pyrrolo[2,1-f][1,2,4]triazin-4-yl)amino)bicyclo[2.2.2]octane-2-carboxylic acid ethyl ester C(C)OC(=O)[C@H]1C2CCC([C@@H]1NC1=NC(=NN3C1=CC=C3C3CC3)C3=NN(C1=NC=C(C=C13)F)C(C1=CC=CC=C1)(C1=CC=CC=C1)C1=CC=CC=C1)CC2